Natrium (S)-3-(3-(1,5-Dimethyl-4-oxido-2-oxo-1,2-dihydropyridin-3-yl)ureido)-3-(2',6'-dimethyl-biphenyl-3-yl)propanoat CN1C(C(=C(C(=C1)C)[O-])NC(N[C@@H](CC(=O)[O-])C=1C=C(C=CC1)C1=C(C=CC=C1C)C)=O)=O.[Na+].[Na+]